C(=O)(OC(C)(C)C)NCC1=CC=C(C=C1)I N-Boc-4-iodobenzyl-Amine